C(C)(C)(C)OC([C@H](CCC(C)(C)C)NC([C@H](CC1=CNC2=CC=CC=C12)NC(C)=O)=O)=O.C[NH+](C1=CC=C(C=C1)C=C)C dimethyl-(4-vinyl-phenyl)ammonium tert-butyl-(S)-2-((S)-2-acetamido-3-(1H-indol-3-yl)propanamido)-5,5-dimethylhexanoate